C1=CC=C2C(=C1)C(=CN2)C[C@@H](C(=O)O)NC(=O)[C@H](CCC(=O)O)N The molecule is a dipeptide composed of L-glutamic acid and L-tryptophan joined by a peptide linkage. It has a role as a metabolite, an immunomodulator, an angiogenesis modulating agent and an antineoplastic agent. It derives from a L-glutamic acid and a L-tryptophan.